1-(2,6-anhydro-4-{[bis(4-methoxyphenyl)(phenyl)methoxy]methyl}-5-deoxy-α-L-lyxo-hexofuranosyl)-5-methylpyrimidine-2,4(1H,3H)-dione COC1=CC=C(C=C1)C(OC[C@]12[C@H]([C@H]([C@@H](O1)N1C(NC(C(=C1)C)=O)=O)OCC2)O)(C2=CC=CC=C2)C2=CC=C(C=C2)OC